6-methyl-5-(pyrimidin-2-yl)-N-[(3S)-pyrrolidin-3-yl]pyridin-2-amine, dihydrochloride Salt Cl.Cl.CC1=C(C=CC(=N1)N[C@@H]1CNCC1)C1=NC=CC=N1